2-((3-chloro-4-(4-methylpiperazin-1-yl)phenyl)amino)quinazolin ClC=1C=C(C=CC1N1CCN(CC1)C)NC1=NC2=CC=CC=C2C=N1